(E)-4-(3,4,5-trimethoxyphenyl)but-3-en-2-one COC=1C=C(C=C(C1OC)OC)/C=C/C(C)=O